FC1=C(C=CC=C1)C1=NC=CC(=C1)NC1=NC=NC2=CC(=C(C=C12)NC(C=C)=O)OCCN1CCOCC1 N-(4-((2-(2-fluorophenyl)pyridin-4-yl)amino)-7-(2-morpholinoethoxy)quinazolin-6-yl)acrylamide